2-(2H-1,3-benzodioxol-5-yl)-1-(4-{[1,2,4]triazolo[4,3-b]pyridazin-6-yl}piperazin-1-yl)ethan-1-one O1COC2=C1C=CC(=C2)CC(=O)N2CCN(CC2)C=2C=CC=1N(N2)C=NN1